zirconium bismetal [Bi]1=C(C=C1)C=O.[Zr]